C(C1=CC=CC=C1)NCC1CCC(CC1)OC N-benzyl-1-((1s,4s)-4-methoxycyclohexyl)methylamine